5-((4-(1H-imidazol-1-yl)-2-methylbenzyl)thio)-1,3,4-thiadiazole-2-carboxylic acid N1(C=NC=C1)C1=CC(=C(CSC2=NN=C(S2)C(=O)O)C=C1)C